BrC1=CC=CC=2C=3N(C(=NC12)N[C@@H]1C(NCCCC1)=O)N=C(N3)C3=CC=C(C=C3)OC (3S)-3-{[7-bromo-2-(4-methoxyphenyl)[1,2,4]triazolo[1,5-c]quinazolin-5-yl]amino}azepan-2-one